cyclohexa-2,5-dien-1,4-diimin C1(C=CC(C=C1)=N)=N